decyl-(ethyl)amine C(CCCCCCCCC)NCC